2-[4-(2-chloro-4-fluoro-phenyl)-2-oxo-chromen-7-yl]oxy-N-isopropyl-propionamide ClC1=C(C=CC(=C1)F)C1=CC(OC2=CC(=CC=C12)OC(C(=O)NC(C)C)C)=O